6-Hydroxytridecanoic acid OC(CCCCC(=O)O)CCCCCCC